1-Methyl-5-(2-methylpyridin-3-yl)-7-(trifluoromethyl)-1,5-dihydro-4H-imidazo[4,5-c]quinoline CN1C=NC=2CN(C=3C=C(C=CC3C21)C(F)(F)F)C=2C(=NC=CC2)C